O[C@H]1CC[C@@]2([C@H]3CC[C@@]4([C@H](CC[C@H]4[C@@H]3CC=C2C1)[C@@H](CCC(=O)OC(CCCC)CCCC)C)C)C Nonan-5-yl (R)-4-((3S,8S,9S,10R,13R,14S,17R)-3-hydroxy-10,13-dimethyl-2,3,4,7,8,9,10,11,12,13,14,15,16,17-tetradecahydro-1H-cyclopenta[a]phenanthren-17-yl)pentanoate